7-cyclobutoxy-2-(1-methyl-2-oxabicyclo[2.2.2]oct-4-yl)imidazo[1,2-a]pyridine-6-carboxylic acid C1(CCC1)OC1=CC=2N(C=C1C(=O)O)C=C(N2)C21COC(CC2)(CC1)C